C1CCC2=CC(=CC=C12)N(C(\C=C/C(=O)OCC)=O)C ethyl (Z)-4-((2,3-dihydro-1H-inden-5-yl) (methyl) amino)-4-oxobut-2-enoate